tert-butyl (N-(3-(3-methyl-4-oxo-3,4-dihydrophthalazin-1-yl)phenyl)sulfamoyl)carbamate CN1N=C(C2=CC=CC=C2C1=O)C=1C=C(C=CC1)NS(=O)(=O)NC(OC(C)(C)C)=O